(4'R)-methyl-alpha-L-ribofuranose C[C@]1(O)[C@@H](O)[C@@H](O)[C@@H](O1)CO